n-butyloctadecyloxy phosphate P(=O)(OOC(CCCCCCCCCCCCCCCCC)CCCC)([O-])[O-]